BrC=1C=C(C=C(C1C1CC1)Cl)B1OC(C(O1)(C)C)(C)C 2-(3-Bromo-5-chloro-4-cyclopropylphenyl)-4,4,5,5-tetramethyl-1,3,2-dioxaborolane